ClC1=C2C(=NC=C1C=1C=NC=CC1)NC=C2 4-chloro-5-(pyridin-3-yl)-1H-pyrrolo[2,3-b]pyridine